ortho-cyanoaniline C(#N)C1=C(N)C=CC=C1